5-methyl-2,3-dihydrobenzofuran CC=1C=CC2=C(CCO2)C1